CC1(OB(OC1(C)C)C1=CC=C(C2=CC=CC=C12)N1C2=CC=CC=C2C=2C=CC=CC12)C 9-(4-(4,4,5,5-tetramethyl-1,3,2-dioxaborolan-2-yl)naphthalen-1-yl)-9H-carbazole